C[C@H]1CC[C@@H](NC1)C=1C=CC2=C(N=C(S2)C2CCN(CC2)C2COC2)C1 5-((2R,5S)-5-methylpiperidin-2-yl)-2-(1-(oxetan-3-yl)piperidin-4-yl)benzo[d]thiazole